FC1(CCN(CC1)C1=NC(=CC(=N1)N1N=CC(=N1)C1=C(C=C(C=C1)NS(=O)(=O)CC(=O)OC)N1CCC2(CC2)CC1)C)F Methyl 2-(N-(4-(2-(2-(4,4-difluoropiperidin-1-yl)-6-methylpyrimidin-4-yl)-2H-1,2,3-triazol-4-yl)-3-(6-azaspiro[2.5]octan-6-yl)phenyl)sulfamoyl)acetate